C(C1=CC=CC=C1)OC=1C=CC2=C(C(=C(O2)C)C(=O)NCC2=CC=NC=C2)C1 5-(benzyloxy)-2-methyl-N-(pyridin-4-ylmethyl)benzofuran-3-carboxamide